ClC=1N=CC(=NC1OC)C(C)=O 1-(5-chloro-6-methoxypyrazin-2-yl)ethanone